1-((3R,4S)-3-fluoro-4-((6-fluoro-5-(4-fluoro-1-(2-fluoroethyl)-1H-benzo[d]imidazol-6-yl)-4-methoxypyrrolo[2,1-f][1,2,4]triazin-2-yl)amino)piperidin-1-yl)ethan-1-one F[C@@H]1CN(CC[C@@H]1NC1=NN2C(C(=N1)OC)=C(C(=C2)F)C=2C=C(C1=C(N(C=N1)CCF)C2)F)C(C)=O